ClC=1C=C(C=CC1)[C@H](CCN(C(C(=O)OC(C)(C)C)C1=C(C(=CC=C1)C)C1CCC(CC1)OC(F)(F)F)C)N1CCN(CC1)C(C)C tert-butyl 2-(((S)-3-(3-chlorophenyl)-3-(4-isopropylpiperazin-1-yl)propyl)(methyl)amino)-2-(3-methyl-2-((1r,4S)-4-(trifluoromethoxy)cyclohexyl)phenyl)acetate